4-bromo-1-ethyl-1H-indazole BrC1=C2C=NN(C2=CC=C1)CC